1,1-dimethylcyclobutane CC1(CCC1)C